C(C=C)(=O)N1[C@@H](C[C@H](CC1)N1N=NC=2C(=NC=3C(=C(C(=CC3C21)Cl)C2=C1C=NN(C1=CC(=C2C)Cl)C)F)N2CC(C2)N(C)C)CC#N ((2S,4S)-1-acryloyl-4-(8-chloro-7-(6-chloro-1,5-dimethyl-1H-indazol-4-yl)-4-(3-(dimethylamino)azetidin-1-yl)-6-fluoro-1H-[1,2,3]triazolo[4,5-c]quinolin-1-yl)piperidin-2-yl)acetonitrile